trans-4-(3-bromo-phenyl)-pyrrolidine-3-carboxylic acid BrC=1C=C(C=CC1)[C@H]1[C@@H](CNC1)C(=O)O